C(CCCC)OC(CCC#CC)=O Hex-4-ynoic acid amyl ester